3,5,5-trimethylcyclohexyl gallate C(C1=CC(O)=C(O)C(O)=C1)(=O)OC1CC(CC(C1)(C)C)C